BrC=1C=CC=C2CCCC(C12)=O 8-bromo-3,4-dihydronaphthalen-1(2H)-one